ClC=1C=C(C(=NC1)N)OCC=1C=NC(=CC1)OCC1=CC=C(C=C1)OC 5-chloro-3-((6-((4-methoxybenzyl)oxy)pyridin-3-yl)methoxy)pyridin-2-amine